ClC=1C2=C(N(N=C2C(=CC1)C)CC1(CC(C1)(F)F)C)C(=O)NC1=CC(=NC=C1)S(=O)(=N)C 4-chloro-2-((3,3-difluoro-1-methylcyclobutyl)methyl)-7-methyl-N-(2-(S-methylsulfonimidoyl)pyridin-4-yl)-2H-indazole-3-carboxamide